C1(CCC1)C=1C(=NN(C1C1CCC(CC1)(F)F)C)NC(C[C@H]1C(C(C1)(F)F)(F)F)=O (R)-N-(4-cyclobutyl-5-(4,4-difluorocyclohexyl)-1-methyl-1H-pyrazol-3-yl)-2-(2,2,3,3-tetrafluorocyclobutyl)acetamide